indol-3-amine hydrochloride Cl.N1C=C(C2=CC=CC=C12)N